3,5-dibromo-2-chlorobenzoic acid BrC=1C(=C(C(=O)O)C=C(C1)Br)Cl